1-(3-(pyridin-4-yl)-1-((2-(trimethylsilyl)ethoxy)methyl)-1H-pyrazol-5-yl)piperidin-2-one N1=CC=C(C=C1)C1=NN(C(=C1)N1C(CCCC1)=O)COCC[Si](C)(C)C